S1C(=NC(=C1)C=1C=CC=C(C1C(=O)O)O)C=1SC=CN1 bithiazolesalicylic acid